methyl 8-cyclopentyl-2-methyl-3-oxo-1,2,3,4-tetrahydroquinoxaline-6-carboxylate C1(CCCC1)C=1C=C(C=C2NC(C(NC12)C)=O)C(=O)OC